(Z) or (E)-4-heptenoic acid C(CCC=CCC)(=O)O